C(=C(C)C)N isobuteneamine